3-(2-(((1S,3S)-3-((4-((t-butyloxycarbonyl)amino)butyl)amino)cyclopentyl)amino)-5-(trifluoromethyl)pyrimidin-4-yl)-7-chloro-1H-indole-6-carboxylic acid C(C)(C)(C)OC(=O)NCCCCN[C@@H]1C[C@H](CC1)NC1=NC=C(C(=N1)C1=CNC2=C(C(=CC=C12)C(=O)O)Cl)C(F)(F)F